N[C@H](C(=O)NC=1C=C2OC=3C=C(C=CC3C3(C2=CC1)OCC1=CC=CC=C13)N(CC)CC)CC(C)C (2S)-2-Amino-N-(3'-(diethylamino)-3H-spiro[isobenzofuran-1,9'-xanthen]-6'-yl)-4-methylpentanamide